BrCC1=C(C=CC(=C1)CC)Cl (bromomethyl)-1-chloro-4-ethylbenzene